tert-butyl-[[3-fluoro-2-(2-phenyl-4,6-dihydropyrrolo[3,4-d]oxazol-5-yl)-4-pyridinyl]methoxy]-dimethyl-silane C(C)(C)(C)[Si](C)(C)OCC1=C(C(=NC=C1)N1CC=2N=C(OC2C1)C1=CC=CC=C1)F